((1R)-2-cyano-1-(4-(ethylsulfonyl)phenyl)ethyl)ammonium chloride [Cl-].C(#N)C[C@H](C1=CC=C(C=C1)S(=O)(=O)CC)[NH3+]